hydroxymethyl disulfide bis(2-mercaptoacetate) SCC(=O)O.SCC(=O)O.OCSSCO